ClC=1C(N(C(=NN1)C1=C(C=C(C=C1)C(F)(F)F)OC)C)=O 6-chloro-3-(2-methoxy-4-(trifluoromethyl)phenyl)-4-methyl-1,2,4-triazin-5(4H)-one